N-[2-([6-chloro-3-methyl-1H-pyrazolo[3,4-d]pyrimidin-4-yl]amino)ethyl]-N-methylformamide ClC1=NC(=C2C(=N1)NN=C2C)NCCN(C=O)C